F/C=C/C1=C(O[C@H](C(=O)O)C)C=CC(=C1)Br (S)-2-{2-[(E)-2-fluoroethenyl]-4-bromophenoxy}propionic acid